FC1=CC=C(C=C1)[C@H]1[C@@H](C1)NCCC[C@@H](C(=O)N1CCN(CC1)C)NC(C1=CC=C(C=C1)N1N=NC=C1)=O N-[(2S)-5-{[(1R,2S)-2-(4-fluorophenyl)cyclopropyl]amino}-1-(4-methylpiperazin-1-yl)-1-oxopentan-2-yl]-4-(1H-1,2,3-triazol-1-yl)benzamide